tert-butyl 3-((R)-3-((4-(4-morpholino-7-((2-(trimethylsilyl)ethoxy)methyl)-7H-pyrrolo[2,3-d]pyrimidin-6-yl)phenyl)carbamoyl)pyrrolidin-1-yl)piperidine-1-carboxylate O1CCN(CC1)C=1C2=C(N=CN1)N(C(=C2)C2=CC=C(C=C2)NC(=O)[C@H]2CN(CC2)C2CN(CCC2)C(=O)OC(C)(C)C)COCC[Si](C)(C)C